C1C=2C=NC=3C=CC=CC3C21 cyclopropa[c]quinoline